N1(CCC1)CC1=CC(=C(C=C1)N1C=NC(=C1)C1=NC(=NC=C1C(F)(F)F)NC1CCN(CC1)S(=O)(=O)NC1CC1)Cl 4-((4-(1-(4-(azetidin-1-ylmethyl)-2-chlorophenyl)-1H-imidazol-4-yl)-5-(trifluoromethyl)pyrimidin-2-yl)amino)-N-cyclopropylpiperidine-1-sulfonamide